CC(COS(=O)(=O)C(F)(F)F)(C)C1=NOC(=N1)C(=O)OCC ethyl 3-(2-methyl-1-(((trifluoromethyl)sulfonyl)oxy)propan-2-yl)-1,2,4-oxadiazole-5-carboxylate